ClC1=C(C(=CC(=C1)C)C)NS(=O)(=O)C1=CC=C(C=C1)NC(NCC=1C=NC=CC1)=O 3-{4-[(2-chloro-4,6-dimethylphenyl)sulfamoyl]phenyl}-1-(pyridin-3-ylmethyl)urea